1,1,1,4,4,4-hexafluoro-2-chlorobutane FC(C(CC(F)(F)F)Cl)(F)F